C(=O)(O)C(C[C@H](N)C(=O)O)C(=O)O.C(=O)(O)C(C[C@H](N)C(=O)O)C(=O)O 4-carboxyglutamic acid (γ-carboxyglutamate)